2-hydroxy-1-{4-[4-(2-hydroxy-2-methylpropoyl)benzyl]phenyl}-2-methyl-propan-1-one OC(C(=O)C1=CC=C(C=C1)CC1=CC=C(C=C1)C(C(C)(C)O)=O)(C)C